BrC1=CC(=C(NC=2C(=CC3=C(N=CN3C)C2F)C(=O)NOCCO)C=C1)Cl 6-(4-Bromo-2-chloroanilino)-7-fluoro-N-(2-hydroxyethoxy)-3-methylbenzimidazol-5-carboxamid